ClC=1C2=C(C3=C(CN(S(N3)(=O)=O)CCN(C)C)C1)NC=C2Cl 2-(6,7-dichloro-2,2-dioxo-4,9-dihydro-1H-pyrrolo[3,2-h][2,1,3]benzothiadiazin-3-yl)-N,N-dimethyl-ethanamine